O1CC(=CC1)C1=C(C(=C(N)C=C1)[N+](=O)[O-])F 4-(2,5-dihydrofuran-3-yl)-3-fluoro-2-nitroaniline